{N-(2-(2,6-dioxo (3-piperidyl))-1,3-dioxoisoindolin-4-yl) carbamoyl}methyl acetate C(C)(=O)OCC(NC1=C2C(N(C(C2=CC=C1)=O)C1C(NC(CC1)=O)=O)=O)=O